N[C@H]1CN(CCC1)C(=O)C=1SC(=C(N1)C1=CC=C(C#N)C=C1)C=1C=NN(C1)CC1CC1 4-{2-[(3R)-3-aminopiperidine-1-carbonyl]-5-[1-(cyclopropylmethyl)-1H-pyrazol-4-yl]-1,3-thiazol-4-yl}benzonitrile